ClC1=C(C=C(C(=O)NC2=CC(=C(C=C2)C)NC2=NC=CC=C2C2=C3N=CN(C3=NC=N2)C2OCCCC2)C=C1)OC 4-chloro-3-methoxy-N-(4-methyl-3-((3-(9-(tetrahydro-2H-pyran-2-yl)-9H-purin-6-yl)pyridin-2-yl)amino)phenyl)benzamide